(R)-N1-(tert-butyl)-N5-((S)-1-((naphthalen-1-ylmethyl)amino)-1-oxopropan-2-yl)-3-(3-phenylpropanamido)pentanediamide C(C)(C)(C)NC(C[C@@H](CC(=O)N[C@H](C(=O)NCC1=CC=CC2=CC=CC=C12)C)NC(CCC1=CC=CC=C1)=O)=O